[CuH2].[Pr] praseodymium-copper hydride